(S)-tert-butyl (2-(4-(3-(4-(4-((2-(2-cyano-4,4-difluoropyrrolidin-1-yl)-2-oxoethyl)carbamoyl)pyridin-3-yl)phenoxy)propyl)piperazin-1-yl)-2-oxoethyl)carbamate C(#N)[C@H]1N(CC(C1)(F)F)C(CNC(=O)C1=C(C=NC=C1)C1=CC=C(OCCCN2CCN(CC2)C(CNC(OC(C)(C)C)=O)=O)C=C1)=O